2-(4-(aminomethyl)piperidin-1-yl)-5-fluoro-N-(2-morpholinothiazolo[4,5-b]pyridin-6-yl)benzamide NCC1CCN(CC1)C1=C(C(=O)NC=2C=C3C(=NC2)N=C(S3)N3CCOCC3)C=C(C=C1)F